ClC=1C=NC(=NC1)N1CCC(CC1)CCC(=O)OC1=CC(=C(C=C1)Br)F (4-bromo-3-fluoro-phenyl) 3-[1-(5-chloropyrimidin-2-yl)-4-piperidyl]propanoate